5-(4-chloro-2-fluorophenyl)-7-((2S)-2-(1-((R)-1-fluoroethyl)-1H-pyrazol-4-yl)-4-morpholinyl)-2,3-dimethylpyrido[4,3-d]pyrimidin-4(3H)-one ClC1=CC(=C(C=C1)C1=NC(=CC=2N=C(N(C(C21)=O)C)C)N2C[C@@H](OCC2)C=2C=NN(C2)[C@@H](C)F)F